(R)-tert-butyl (1-(6-(2,4-dioxoimidazolidin-1-yl)pyridin-3-yl)-3-(4-hydroxypiperidin-1-yl)propyl)carbamate O=C1N(CC(N1)=O)C1=CC=C(C=N1)[C@@H](CCN1CCC(CC1)O)NC(OC(C)(C)C)=O